6-((4-(1H-imidazol-2-yl)-4-phenethyl-piperidin-1-yl)methyl)-1H-benzo[d][1,3]oxazin-2(4H)-one N1C(=NC=C1)C1(CCN(CC1)CC1=CC2=C(NC(OC2)=O)C=C1)CCC1=CC=CC=C1